[2-(2-chloro-6-fluorobenzoyl)-2,3,4,9-tetrahydro-1H-β-carbolin-9-yl]-acetic acid methyl ester COC(CN1C2=CC=CC=C2C=2CCN(CC12)C(C1=C(C=CC=C1F)Cl)=O)=O